(4-(pyridin-3-yl)phenoxy)-1H-1,2,3-triazole-4-carboxylic acid N1=CC(=CC=C1)C1=CC=C(ON2N=NC(=C2)C(=O)O)C=C1